C(#N)C1=CC=C(C=C1)C1=CN=CC2=C1SCCN2S(=O)(=O)C2CN(C2)C(=O)C=2C=C(C#N)C=CC2 3-(3-((8-(4-Cyanophenyl)-2,3-dihydro-4H-pyrido[4,3-b][1,4]thiazin-4-yl)sulfonyl)azetidine-1-carbonyl)benzonitrile